3-butylpyrrolium chloride [Cl-].C(CCC)C1=C[NH2+]C=C1